ClC1=CC(=C(N=N1)C(=O)NC)NCC1CCOCC1 6-chloro-N-methyl-4-((tetrahydro-2H-pyran-4-yl)methylamino)pyridazine-3-carboxamide